C(#N)C1=CC(=C(C=C1)[C@H](C)NC(CC1=C(C=2N=C(N=CC2NC1=O)C(F)(F)F)C)=O)F N-[(1S)-1-(4-Cyano-2-fluorophenyl)ethyl]-2-[8-methyl-6-oxo-2-(trifluoromethyl)-5H-pyrido[3,2-d]pyrimidin-7-yl]acetamide